COC(=O)C1=CC(=NC=C1)C.C[C@@H]1N(CC[C@@H](C1)C(=O)OC)C(=O)OC(C)(C)C |r| (rac)-1-tert-Butyl 4-methyl cis-2-methylpiperidine-1,4-dicarboxylate Methyl-2-methylpyridine-4-carboxylate